(Z)-7-Eicosen-11-one CCCCCC\C=C/CCC(CCCCCCCCC)=O